(S)-N-(1-hydroxy-propan-2-yl)-5-(4-(trifluoromethyl)phenyl)-2-naphthamide OC[C@H](C)NC(=O)C1=CC2=CC=CC(=C2C=C1)C1=CC=C(C=C1)C(F)(F)F